4-hydroxy-N-(3-(2-methoxyethoxy)phenyl)benzamide OC1=CC=C(C(=O)NC2=CC(=CC=C2)OCCOC)C=C1